C(C1=CC=CC=C1)OC([C@H](C)OC(CCCC(=O)O)=O)=O (S)-5-(1-(benzyloxy)-1-oxopropan-2-yloxy)-5-oxopentanoic acid